COC=1C=C(C(=O)N[C@@H](CC2=CC=CC=C2)C(=O)OC)C=CC1OC Methyl (3,4-dimethoxybenzoyl)-L-phenylalaninate